N-[2-[3-chloro-5-(trifluoromethyl)pyridin-2-yl]ethyl]-2-[1-[(4-methylphenyl)methyl]-5-oxopyrrolidin-2-yl]acetamid ClC=1C(=NC=C(C1)C(F)(F)F)CCNC(CC1N(C(CC1)=O)CC1=CC=C(C=C1)C)=O